2-(isopropylamino)ethylamine C(C)(C)NCCN